[N+](=O)([O-])C1=C(C=CC=C1)S(=O)(=O)OOS(=O)(=O)[N+](=O)[O-] nitrosulfonyloxy (nitrobenzenesulfonate)